furo[2,3-c]pyridin O1C=CC=2C1=CN=CC2